NC1=NC=C(C(=N1)OC1CCC1)C(=O)O 2-Amino-4-cyclobutoxy-pyrimidine-5-carboxylic acid